fluorine potassium salt [K].[F]